4-((3-(2,3-difluoro-4-methoxy-phenyl)imidazo[1,2-a]pyrazin-8-yl)amino)-2-methyl-N-(3-(piperazin-1-yl)propyl)benzamide FC1=C(C=CC(=C1F)OC)C1=CN=C2N1C=CN=C2NC2=CC(=C(C(=O)NCCCN1CCNCC1)C=C2)C